CN1C2CN(CC1C2)C2CC(C2)C(=O)N 3-{6-methyl-3,6-diazabicyclo[3.1.1]heptan-3-yl}cyclobutane-1-carboxamide